BrC1=C(C=CC=C1)C1=CC=C(O1)/C=C/C(=O)O (E)-3-[5-(2-bromophenyl)furan-2-yl]prop-2-enoic acid